4-bromo-6-hydroxy-1,3-dimethyl-1,3-dihydro-2H-benzo[d]imidazol-2-one BrC1=CC(=CC=2N(C(N(C21)C)=O)C)O